1-[3-(1-hydroxyethyl)-6-[5-[(5-keto-1-methyl-pyrrolidin-3-yl)amino]benzimidazol-1-yl]-2-pyridyl]-5-methyl-pyrazole-3-carbonitrile OC(C)C=1C(=NC(=CC1)N1C=NC2=C1C=CC(=C2)NC2CN(C(C2)=O)C)N2N=C(C=C2C)C#N